ClC1=C(C=C2C(=N1)C(=CN2C(C)C)I)C#N 5-chloro-6-cyano-3-iodo-1-isopropyl-1H-pyrrolo[3,2-b]pyridine